BrC1=C(C=CC=C1)C1=NC2=C(N1)C=CC=C2 2-(2-bromophenyl)-1H-benzo[d]imidazole